N-[4-Chloro-2-(3-pyridyl)thiazol-5-yl]-N-ethyl-2-methyl-3-methylthio-propanamide ClC=1N=C(SC1N(C(C(CSC)C)=O)CC)C=1C=NC=CC1